OC1=C(C=C(C(=C1)O)C(C)C)C=1NC(=NN1)C(=O)NCC(F)(F)F 5-(2,4-dihydroxy-5-isopropylphenyl)-N-(2,2,2-trifluoroethyl)-4H-1,2,4-triazole-3-carboxamide